COC(=O)C1=NC(=C(C=C1Br)C=COCC)N 6-amino-3-bromo-5-(2-ethoxyvinyl)pyridine-2-carboxylic acid methyl ester